ClC=1C=C(C=C(C1)N(C=1C=C(C=CC1)C)C=1C=C(C=CC1)C)N(C=1C=C(C=CC1)C)C=1C=C(C=CC1)C 5-chloro-N1,N1,N3,N3-tetrameta-tolylbenzene-1,3-diamine